4-[1-(4-nitrophenyl)pyrazol-4-yl]morphine [N+](=O)([O-])C1=CC=C(C=C1)N1N=CC(=C1)C12C(C=CC=3C[C@@H]4[C@@H]5C=C[C@@H]([C@@H]([C@@]5(C13)CCN4C)O2)O)O